1,2-bis(2-methoxyethyl)benzene methyl-3-(5-benzyloxypyridazin-4-yl)-2-chloro-benzoate COC(C1=C(C(=CC=C1)C1=CN=NC=C1OCC1=CC=CC=C1)Cl)=O.COCCC1=C(C=CC=C1)CCOC